diphenylphosphinophenylferrocene C1(=CC=CC=C1)P(C1=CC=CC=C1)C=1[C-](C=CC1)C1=CC=CC=C1.[CH-]1C=CC=C1.[Fe+2]